FC1(CCC2=C1N=C(N=C2C=2C=C(C1=C(CCO1)C2)S(=O)(=O)N)N2[C@H](CC2)C)F 5-[7,7-difluoro-2-[(2S)-2-methylazetidin-1-yl]-5,6-dihydrocyclopenta[d]pyrimidin-4-yl]-2,3-dihydrobenzofuran-7-sulfonamide